Cl.ClC1=C(C=CC=C1[C@]1(NC(N(C(C1)=O)[C@H]1C[C@H](OCC1)C)=N)C)NC(=O)C=1N=CN2C1C=CC=C2 |o1:15,17| N-(2-Chloro-3-{(4S)-2-imino-4-methyl-1-[(2R*,4R*)-2-methyl-tetrahydropyran-4-yl]-6-oxo-hexahydropyrimidin-4-yl}phenyl)-imidazo[1,5-a]pyridine-1-carboxamide hydrochloride